O1CCC2=C1C=CC(=C2)C=2C=C(C=NC2)C(=O)N2CCOC1=C2C=CC(=C1)F (5-(2,3-Dihydro-5-benzofuranyl)-3-pyridinyl)(7-fluoro-2,3-dihydro-4H-1,4-benzoxazin-4-yl)methanone